NC1(CCN(CC1)C1=NC(=C2C(=N1)NN=C2C2=C(C(=CC=C2)Cl)Cl)C(=O)N)C2=CC=C(C=C2)O 6-(4-amino-4-(4-hydroxyphenyl)piperidin-1-yl)-3-(2,3-dichlorophenyl)-1H-pyrazolo[3,4-d]pyrimidine-4-carboxamide